N[C@H]1CN(C[C@@H](C1)F)C(=O)C1=CC2=C(N(C(=N2)C2=CC=3C(=NC(=CC3)C=3C=C(C=CC3Cl)O)N2CC2CC2)C)C(=C1)OC 3-(2-{5-[(3R,5R)-3-amino-5-fluoropiperidine-1-carbonyl]-7-methoxy-1-methyl-1H-1,3-benzodiazol-2-yl}-1-(cyclopropylmethyl)-1H-pyrrolo[2,3-b]pyridin-6-yl)-4-chlorophenol